[V].[Mo].[Cr].C=C1C(CCCC1)(C1CCCCC1)N methylenebicyclohexaneamine chromium-molybdenum-vanadium